[Ir].[Ru].[Ti].BrC=1C(=NC(=CC1)Br)C#N 3,6-dibromopyridinecarbonitrile titanium-ruthenium iridium